N1(N=CC=C1)C1=CC=C(C(=O)NN)C=C1 4-(1H-pyrazol-1-yl)benzohydrazide